Cl.Cl.ClC=1C=C2C(=NN(C2=CC1)CCC[C@H]1NCCC[C@@H]1O)C=1C=NN(C1)C(F)F (2R,3S)-2-(3-(5-chloro-3-(1-(difluoromethyl)-1H-pyrazol-4-yl)-1H-indazol-1-yl)propyl)piperidin-3-ol dihydrochloride